C(CCC)OC1=CC=C(C[C@@H]2N(CCN(CCN(CCN(C2)CC(=O)[O-])CC(=O)[O-])CC(=O)O)CC(=O)[O-])C=C1.[Gd+3] Gadolinium 2,2',2''-[(2S)-2-(4-butoxybenzyl)-10-(carboxymethyl)-1,4,7,10-tetraazacyclododecane-1,4,7-triyl]triacetate